[(E,1S)-6-(Dimethylamino)-1-[[2-[[7-(2,2-dimethylpropyl)-5-fluoro-1H-benzimidazol-2-yl]methyl]-3-oxo-pyridazin-4-yl]carbamoyl]-6-oxo-hex-4-enyl]N,N-dimethylcarbamat CN(C(/C=C/CC[C@@H](C(NC=1C(N(N=CC1)CC1=NC2=C(N1)C(=CC(=C2)F)CC(C)(C)C)=O)=O)OC(N(C)C)=O)=O)C